(S)-4-phenyl-3-propionyl-oxazolidinone C1(=CC=CC=C1)[C@@H]1N(C(OC1)=O)C(CC)=O